FC1=C2CN(CC2=CC=C1O)C(CCC(=O)OCC)=O ethyl 4-(4-fluoro-5-hydroxyisoindolin-2-yl)-4-oxobutyrate